5-((3,4-Dichlorobenzyl)amino)-2-(pyrrolidin-3-yl)-2H-pyrazolo[4,3-d]pyrimidin-7(6H)-one TFA salt OC(=O)C(F)(F)F.ClC=1C=C(CNC=2NC(C=3C(N2)=CN(N3)C3CNCC3)=O)C=CC1Cl